1-(3,4-dichlorobenzyl)-5-nitro-3-(5,5-dimethyl-1,3-dioxan-2-yl)-2-oxoindole ClC=1C=C(CN2C(C(C3=CC(=CC=C23)[N+](=O)[O-])C2OCC(CO2)(C)C)=O)C=CC1Cl